8-((2-(3-((4-(dimethylphosphoryl)-2-methoxyphenyl) amino) prop-1-yn-1-yl)-3-(2,2,2-trifluoroethyl) benzo[b]thiophen-7-yl) amino)-3-azabicyclo[3.2.1]octane-3-carboxylate CP(=O)(C)C1=CC(=C(C=C1)NCC#CC1=C(C2=C(S1)C(=CC=C2)NC2C1CN(CC2CC1)C(=O)[O-])CC(F)(F)F)OC